N1C(=CC=C1)C(=O)O pyrroleic acid